N-(1-Cyanocyclopropyl)-5-[1-[4-(difluoromethoxy)-2-methyl-5-(1,1,2,2,2-pentafluoroethyl)pyrazol-3-yl]pyrazol-4-yl]-2-(trifluoromethyl)benzamid C(#N)C1(CC1)NC(C1=C(C=CC(=C1)C=1C=NN(C1)C=1N(N=C(C1OC(F)F)C(C(F)(F)F)(F)F)C)C(F)(F)F)=O